3-Hydroxyoctanoate OC(CC(=O)[O-])CCCCC